dimethyl 2,2'-bis({[2-(methacryloyloxy)ethyl]carbamoyl}oxy)-1,1'-binaphthyl-3,3'-dicarboxylate C(C(=C)C)(=O)OCCNC(=O)OC1=C(C2=CC=CC=C2C=C1C(=O)OC)C1=C(C(=CC2=CC=CC=C12)C(=O)OC)OC(NCCOC(C(=C)C)=O)=O